OC1=C(C(=CC(=C1)C(F)(F)F)C)C1=CN=C(N=N1)N[C@H]1CN(CCC1)CC(=O)O (R)-2-(3-((6-(2-hydroxy-6-methyl-4-(trifluoromethyl)phenyl)-1,2,4-triazin-3-yl)amino)piperidin-1-yl)acetic acid